5-(2,2,2-trifluoroethyl)piperidine-2,4-dione FC(CC1C(CC(NC1)=O)=O)(F)F